methyl (R)-2-(2-(4-((4-fluoro-3-methylphenyl)carbamoyl)-1,3,5-trimethyl-1H-pyrrol-2-yl)-2-oxoacetamido)-3,3-dimethylbutanoate FC1=C(C=C(C=C1)NC(=O)C=1C(=C(N(C1C)C)C(C(=O)N[C@@H](C(=O)OC)C(C)(C)C)=O)C)C